CC1=CC=C(C=N1)C=1N=C(NC1)C1N(CCCC1)C(C(C)SC)=O 1-(2-(4-(6-methylpyridin-3-yl)-1H-imidazol-2-yl)piperidin-1-yl)-2-(methylthio)propan-1-one